3-chlorobromo-2-pyranyl propyl ether C(CC)OC1OC=CC(=C1Cl)Br